FC=1C=C(C=NC1N1CCN(CC1)C(CC)=O)N1C(O[C@H](C1)CNC(C)=O)=O (S)-N-({3-[5-fluoro-6-(4-propionylpiperazin-1-yl)pyridin-3-yl]-2-oxazolidinone-5-yl}methyl)acetamide